BrC=1C(=C(C(=NC1)N)I)Cl 5-bromo-4-chloro-3-iodopyridin-2-amine